BrC1=CC2=C(OC=C2CO)C2=C1OC(=C2)C (5-bromo-7-methylbenzo[1,2-b:3,4-b']Difuran-3-yl)methanol